NC1=NC=NC2=CC(=C(C=C12)NC1=NC=C2N(C(N(C2=N1)C1(CCOCC1)C#N)=O)C)C 4-(2-((4-amino-7-methylquinazolin-6-yl)amino)-7-methyl-8-oxo-7,8-dihydro-9H-purin-9-yl)tetrahydro-2H-pyran-4-carbonitrile